CN1C(=C(C=CC1=O)C1=CC=C(C=C1)NC([C@H](C(C1=CC=CC=C1)C1=CC=CC=C1)NC(=O)C1=CC=NN1C)=O)C (S)-N-(1-((4-(1,2-dimethyl-6-oxo-1,6-dihydropyridin-3-yl)phenyl)amino)-1-oxo-3,3-diphenylpropan-2-yl)-1-methyl-1H-pyrazole-5-carboxamide